ClC=1C=C(C(=NC1N1N=NC(=C1)C)C)NC(=O)C=1C=NN(C1C(F)(F)F)C1=C2C=CNC(C2=CC=C1)=O N-(5-Chloro-2-methyl-6-(4-methyl-1H-1,2,3-triazol-1-yl)pyridin-3-yl)-1-(1-oxo-1,2-dihydroisochinolin-5-yl)-5-(trifluoromethyl)-1H-pyrazol-4-carboxamid